tert-butyl N-[1-[4-[4-[2-chloro-6-[difluoro(phenyl)methyl]pyrimidin-4-yl]piperazin-1-yl]sulfonylphenyl]-5-oxo-pyrrolidin-3-yl]carbamate ClC1=NC(=CC(=N1)N1CCN(CC1)S(=O)(=O)C1=CC=C(C=C1)N1CC(CC1=O)NC(OC(C)(C)C)=O)C(C1=CC=CC=C1)(F)F